((S)-6,8-dichloro-1-methyl-3,4-dihydroisoquinolin-2(1H)-yl)((R)-4-(2-((2-(dimethylamino)ethyl)amino)oxazolo[4,5-c]pyridin-7-yl)morpholin-2-yl)methanone ClC=1C=C2CCN([C@H](C2=C(C1)Cl)C)C(=O)[C@H]1CN(CCO1)C=1C2=C(C=NC1)N=C(O2)NCCN(C)C